CC1(CSC2=C(N1)C=CC=C2)C 2,3-dihydro-3,3-dimethyl-4H-1,4-benzothiazine